1-bromo-2-fluoro-4-((4-propylphenyl)ethynyl)benzene BrC1=C(C=C(C=C1)C#CC1=CC=C(C=C1)CCC)F